4-methyl-3-oxo-4-(triazol-2-yl)valeronitrile CC(C(CC#N)=O)(C)N1N=CC=N1